2-(2-(4-amino-6-(trifluoromethoxy)-9H-pyrimido[4,5-b]indol-9-yl)acetyl)-N-(6-bromopyridin-2-yl)-5-methyl-2-azabicyclo[3.1.0]hexane-3-carboxamide NC1=NC=NC=2N(C3=CC=C(C=C3C21)OC(F)(F)F)CC(=O)N2C1CC1(CC2C(=O)NC2=NC(=CC=C2)Br)C